ONC(CCCCNC(=O)C1CNCCC1)=O N-(5-(hydroxyamino)-5-oxopentyl)piperidine-3-carboxamide